1,4,5,8-tetramethoxynaphthalene furan-2-carboxylate O1C(=CC=C1)C(=O)O.COC1=CC=C(C2=C(C=CC(=C12)OC)OC)OC